C(N)(=O)[C@@H]1C[C@@]2(CN1C(=O)OC(C)(C)C)C(NC1=C(O2)C=C(C=C1F)C#N)=O t-butyl (2R,5'S)-5'-carbamoyl-7-cyano-5-fluoro-3-oxo-3,4-dihydrospiro[benzo[b][1,4]oxazine-2,3'-pyrrolidine]-1'-carboxylate